10-chloro-4,6,8-trimethylundecyl hexyloxymethyl ether C(CCCCC)OCOCCCC(CC(CC(CC(C)Cl)C)C)C